2-(4-(2,4-difluorophenoxy)piperidin-1-yl)-5-(methylsulfonyl)aniline FC1=C(OC2CCN(CC2)C2=C(N)C=C(C=C2)S(=O)(=O)C)C=CC(=C1)F